1-propenyl-2-(1-methylethyl)oxyethane C(=CC)CCOC(C)C